methyl 2-(3-(4-(tert-butoxycarbonyl) piperazin-1-yl) bicyclo[1.1.1]pentan-1-yl)-5-nitro-2H-indazole-6-carboxylate C(C)(C)(C)OC(=O)N1CCN(CC1)C12CC(C1)(C2)N2N=C1C=C(C(=CC1=C2)[N+](=O)[O-])C(=O)OC